O=C1N(C(CC1)=O)OC(=O)O[C@H]1[C@](C=C2C([C@](C3(C(=C12)C)CC3)(C)O)=O)(C)COC(C)=O ((2'S,3'R,6'R)-3'-((((2,5-dioxopyrrolidin-1-yl)oxy)carbonyl)oxy)-6'-hydroxy-2',4',6'-trimethyl-7'-oxo-2',3',6',7'-tetrahydrospiro[cyclopropane-1,5'-inden]-2'-yl)methylacetate